(R)-7-methoxy-N-(1-(2-methyl-3-(trifluoromethyl)phenyl)ethyl)imidazo[1,2-a]quinazolin-5-amine COC=1C=C2C(=NC=3N(C2=CC1)C=CN3)N[C@H](C)C3=C(C(=CC=C3)C(F)(F)F)C